(R)-5-fluoro-2-(4,4,5,5-tetramethyl-1,3,2-dioxaborolan-2-yl)-5,6-dihydro-4H-pyrrolo[1,2-b]pyrazole F[C@@H]1CC=2N(N=C(C2)B2OC(C(O2)(C)C)(C)C)C1